C(=O)O.NCC(=O)NC[C@@H](C)NC(C1=C(C=C(C=C1C)NC=1C=2N(C=CN1)C(=CN2)C=2C(=NN(C2)CC#N)C(F)(F)F)F)=O (R)-N-(1-(2-aminoacetamido)propan-2-yl)-4-((3-(1-(cyanomethyl)-3-(trifluoromethyl)-1H-pyrazol-4-yl)imidazo[1,2-a]pyrazin-8-yl)amino)-2-fluoro-6-methylbenzamide formate